C(C)OP(OCC)(=O)C1=C(C=CC(=C1)O)O 2,5-dihydroxyphenyl-phosphonic acid diethyl ester